O=C1N(C(C2=CC=CC=C2C1)CC1=NC2=CC=CC=C2C=C1)CC1=CC=C(C#N)C=C1 4-((3-oxo-1-(quinolin-2-ylmethyl)-3,4-dihydroisoquinolin-2(1H)-yl)methyl)benzonitrile